(1R)-cis-3-oxo-2-pentyl-1-cyclopentaneacetate O=C1[C@H]([C@H](CC1)CC(=O)[O-])CCCCC